N-(2,3-dihydroxy-propyl)-1-methyl-2-((6-(trifluoromethyl)benzo-[d]oxazol-2-yl)amino)-1H-benzo[d]imidazole-5-carboxamide OC(CNC(=O)C1=CC2=C(N(C(=N2)NC=2OC3=C(N2)C=CC(=C3)C(F)(F)F)C)C=C1)CO